BrC1=CSC2=C1NC(C(=C2O)C=2C=C(C=CC2)C)=O 3-bromo-7-hydroxy-6-(m-tolyl)thieno[3,2-b]pyridin-5(4H)-one